5-((2,3-dichlorophenyl)thio)-N2-(pyrrolidin-3-ylmethyl)pyrazine-2,6-diamine ClC1=C(C=CC=C1Cl)SC=1N=CC(=NC1N)NCC1CNCC1